BrC=1C=C(C(=NC1)[N+](=O)[O-])OC(C)C1=C(C(=CC(=C1)F)F)C1=NN(C=C1)C 3-(2-(1-((5-bromo-2-nitropyridin-3-yl)oxy)ethyl)-4,6-difluorophenyl)-1-methyl-1H-pyrazol